[6-(3-cyclopropyl-1H-1,2,4-triazol-5-yl)-2-azaspiro[3.3]heptan-2-yl]-[6-[[2-methyl-5-(trifluoromethyl)pyrazol-3-yl]methyl]-2,6-diazaspiro[3.3]heptan-2-yl]methanone C1(CC1)C1=NNC(=N1)C1CC2(CN(C2)C(=O)N2CC3(C2)CN(C3)CC=3N(N=C(C3)C(F)(F)F)C)C1